OC1=C2CCC(CC2=CC=C1)N(CCC)CC1CCN(CC1)C(C1=NNC2=CC=CC=C12)C(=O)C(N1CCC(CC1)CN(C1CC2=CC=CC(=C2CC1)O)CCC)C1=NNC2=CC=CC=C12 (4-(((5-Hydroxy-1,2,3,4-tetrahydronaphthalen-2-yl)(propyl)amino)methyl)piperidin-1-yl)(1H-indazol-3-yl)methyl Ketone